ClC1=C(C=CC=C1F)C=1C(N(C(N(C1)CC(N1CCC(CC1)N1C(NC2=C(CC1)C=CC=C2)=O)=O)=O)CC=2N=NNN2)=O 5-(2-chloro-3-fluoro-phenyl)-1-[2-oxo-2-[4-(2-oxo-4,5-dihydro-1H-1,3-benzodiazepin-3-yl)-1-piperidyl]ethyl]-3-(2H-tetrazol-5-ylmethyl)pyrimidine-2,4-dione